ClC1=NC=C(C(=C1)N1C[C@@H](CC1)NC(OC(C)(C)C)=O)I tert-butyl (R)-(1-(2-chloro-5-iodopyridin-4-yl)pyrrolidin-3-yl)carbamate